5-ethynyl-6-fluoro-4-(8-fluoro-2-(((2R,7aS)-2-fluorotetrahydro-1H-pyrrolizin-7a(5H)-yl)methoxy)-4-(methyl(2-methylcyclopropyl)amino)pyrido[4,3-d]pyrimidin-7-yl)naphthalen-2-ol C(#C)C1=C2C(=CC(=CC2=CC=C1F)O)C1=C(C=2N=C(N=C(C2C=N1)N(C1C(C1)C)C)OC[C@]12CCCN2C[C@@H](C1)F)F